COC([C@@H](NCC=C)CC1=CNC=N1)=O allyl-L-histidine methyl ester